pentazine N1=NN=NN=C1